2-[[4-[3-(hydroxymethyl)-1-piperidinyl]-6-[[[4-(methylsulfonyl)phenyl]methyl]amino]-2-pyrimidinyl]amino]-4-methyl-5-thiazolecarboxylic acid ethyl ester C(C)OC(=O)C1=C(N=C(S1)NC1=NC(=CC(=N1)N1CC(CCC1)CO)NCC1=CC=C(C=C1)S(=O)(=O)C)C